C(C)OC1COC(OC1)CCCCCC 5-ethoxy-2-hexyl-1,3-dioxane